4-(3,5-bis(trifluoromethyl)phenyl)-2-(1-methyl-4-nitro-1H-imidazol-5-yl)-2H-1,2,3-triazole FC(C=1C=C(C=C(C1)C(F)(F)F)C1=NN(N=C1)C1=C(N=CN1C)[N+](=O)[O-])(F)F